2-vinyl-3,8-diazabicyclo[3.2.1]octane-8-carboxylic acid tert-butyl ester C(C)(C)(C)OC(=O)N1C2C(NCC1CC2)C=C